FC1=C(COC2CN(C2)C(=O)OC(C)(C)C)C=CC(=C1)C(F)(F)F tert-Butyl 3-((2-fluoro-4-(trifluoromethyl)benzyl)oxy)azetidine-1-carboxylate